C(=O)([O-])NC(=O)[O-] 2-imidodicarbonate